BrC1=NC=C(C(=C1)C)[N+](=O)[O-] 2-bromo-4-methyl-5-nitropyridine